(R)-1-((6-(4-chlorophenyl)-2-(pyridin-3-yl)pyrimidin-4-yl)amino)propan-2-ol ClC1=CC=C(C=C1)C1=CC(=NC(=N1)C=1C=NC=CC1)NC[C@@H](C)O